β-(3,4-epoxycyclohexyl)ethyl-triacetoxysilane (1,2,2,6,6-pentamethylpiperidin-4-yl)methanesulfonate CN1C(CC(CC1(C)C)CS(=O)(=O)O)(C)C.C1(CC2C(CC1)O2)CC[Si](OC(C)=O)(OC(C)=O)OC(C)=O